N-(5,5-dimethyl-3-oxocyclohex-1-en-1-yl)-4-methoxybenzamide CC1(CC(C=C(C1)NC(C1=CC=C(C=C1)OC)=O)=O)C